C=C(C)O[Bi](OC(=C)C)OC(=C)C tris(propen-2-yloxy)bismuthane